potassium perchlorate hydrate O.Cl(=O)(=O)(=O)[O-].[K+]